(1,2-phenylene)bis(1,3-diphenylimidazoline-2-imine) C1(=C(C=CC=C1)C1N(C(N(C1)C1=CC=CC=C1)=N)C1=CC=CC=C1)C1N(C(N(C1)C1=CC=CC=C1)=N)C1=CC=CC=C1